COC1=CC=C(OCC(=O)N(C=2SC=CN2)C2=CC=CC=C2)C=C1 2-(4-methoxyphenoxy)-N-phenyl-N-thiazol-2-yl-acetamide